NC=1NC(C=2N=CN(C2N1)CCC(CO)CO)=O 2-amino-1,9-dihydro-9-[4-hydroxy-3-(hydroxymethyl)butyl]-6H-purin-6-one